N1(N=NN=C1)C[C@H](C)OC=1C=C(C=CC1Cl)C=1C=NC(=NC1)NC=1C(=NN(C1)C1CCC(CC1)N1CCOCC1)OCCCOCCOCCOCCOC 5-(3-(((S)-1-(1H-tetrazol-1-yl)propan-2-yl)oxy)-4-chlorophenyl)-N-(3-((2,5,8,11-tetraoxatetradecan-14-yl)oxy)-1-((1r,4r)-4-morpholinocyclohexyl)-1H-pyrazol-4-yl)pyrimidin-2-amine